calcium-sodium borate B([O-])([O-])[O-].[Na+].[Ca+2]